C1(=C(C=CC=C1)NC1=C(C(=O)OC)C=CC=C1)C methyl 2-(o-tolylamino)-benzoate